3-chloro-4-methyl-N-[(5-phenyl-1,3,4-thiadiazol-2-yl)methyl]thiophene-2-carboxamide ClC1=C(SC=C1C)C(=O)NCC=1SC(=NN1)C1=CC=CC=C1